1-(6-amino-3-bromo-2-(trifluoromethyl)pyridin-4-yl)ethan-1-one NC1=CC(=C(C(=N1)C(F)(F)F)Br)C(C)=O